CN(C(=O)NC1=C(C=C(C(=O)O)C=C1)C1OCCO1)C 4-[(dimethylcarbamoyl)amino]-3-(1,3-dioxolan-2-yl)benzoic acid